(S)-3-amino-3-(5-(trifluoromethyl)biphenyl-3-yl)propionic acid ethyl ester C(C)OC(C[C@@H](C=1C=C(C=C(C1)C(F)(F)F)C1=CC=CC=C1)N)=O